CN(CCN(C1=CC=C(C=N1)C(=O)OC)CC1=CC=C(C=C1)OC)C Methyl 6-{[2-(dimethylamino)ethyl][(4-methoxyphenyl)methyl]amino}pyridine-3-carboxylate